(R)-4-(4-methoxyphenyl)-1-(4,4,5,5-tetramethyl-1,3,2-dioxaborolan-2-yl)butan-1-amine hydrochloride Cl.COC1=CC=C(C=C1)CCC[C@H](N)B1OC(C(O1)(C)C)(C)C